CS(=O)(=O)C1=CC(=C(C=C1)NCC#CC=1N(C=2C=CC=C(C2C1)NC1CCC(CC1)N1CC2(C1)COCCC2)CC(F)(F)F)OC 2-{3-[(4-methanesulfonyl-2-methoxyphenyl)amino]prop-1-yn-1-yl}-N-[(1R,4R)-4-{6-oxa-2-azaspiro[3.5]nonan-2-yl}cyclohexyl]-1-(2,2,2-trifluoroethyl)-1H-indol-4-amine